BrC=1C2=C(SC1C(F)(F)P(O)(O)=O)C(=CC(=C2)C[S@@](=O)(=NC(C(F)(F)F)=O)C)OCCCC(F)(F)F |o1:18| ((3-bromo-5-(((R or S)-methyl-N-(2,2,2-trifluoroacetyl)sulfonimidoyl)methyl)-7-(4,4,4-trifluorobutoxy)benzo[b]thiophen-2-yl)difluoromethyl)phosphonic acid